5-(4-hydroxyphenyl)-2-aminopyridine OC1=CC=C(C=C1)C=1C=CC(=NC1)N